C(C1=CC=CC=C1)(=O)C=1C=C(C=CC1)C(C(=O)N(C)CC(CN1C=NC=C1)(O)C1=CC=C(C=C1)F)C (3-benzoylphenyl)-N-(2-(4-fluorophenyl)-2-hydroxy-3-(1H-imidazol-1-yl)propyl)-N-methylpropanamide